tert-butyl N-(cyclobutylmethyl)-N-[1-[2-(hydroxymethyl)pyrimidin-5-yl]-3-piperidyl]carbamate C1(CCC1)CN(C(OC(C)(C)C)=O)C1CN(CCC1)C=1C=NC(=NC1)CO